N-[3-[5-[2-[4-[2-[4-[4-(2,6-dioxo-3-piperidyl)phenyl]-1-piperidyl]acetyl]piperazin-1-yl]pyrimidin-5-yl]-1H-pyrrolo[2,3-b]pyridine-3-carbonyl]-2,4-difluoro-phenyl]propane-2-sulfonamide O=C1NC(CCC1C1=CC=C(C=C1)C1CCN(CC1)CC(=O)N1CCN(CC1)C1=NC=C(C=N1)C=1C=C2C(=NC1)NC=C2C(=O)C=2C(=C(C=CC2F)NS(=O)(=O)C(C)C)F)=O